6-[5-(difluoromethoxy)-2-pyridyl](1R)-1-(4-fluorophenyl)ethylamine FC(OC=1C=CC(=NC1)C1=CC(=CC=C1[C@@H](C)N)F)F